FC(S(=O)(=O)OC1=CC(N(C=2N=C(N=CC21)SC)C2=CC(=CC=C2)[N+](=O)[O-])=O)(F)F 2-(methylthio)-8-(3-nitrophenyl)-7-oxo-7,8-dihydropyrido[2,3-d]pyrimidin-5-yl trifluoromethanesulfonate